FCCN(C(OC(C)(C)C)=O)[C@H]1CNCC1 tert-butyl N-(2-fluoroethyl)-N-[(3R)-pyrrolidin-3-yl]carbamate